2-methyl-1-(p-chlorophenyl)-1,2,3,4-tetrahydroisoquinoline-6-ol CN1C(C2=CC=C(C=C2CC1)O)C1=CC=C(C=C1)Cl